(3,3-dimethoxycyclobutyl)methyl 4-methylbenzenesulfonate CC1=CC=C(C=C1)S(=O)(=O)OCC1CC(C1)(OC)OC